FC=1C=C(C=NC1NC(C1=C(C=CC(=C1)F)C)=O)C(=O)O 5-fluoro-6-(5-fluoro-2-methylbenzamido)pyridine-3-carboxylic acid